4-bromo-1-((1-(2-methoxyethoxy)cycloheptyl)methyl)-5-methyl-1H-pyrrole-2-carbonitrile BrC=1C=C(N(C1C)CC1(CCCCCC1)OCCOC)C#N